CN(C(=O)[C@H]1N(C([C@H]2[C@@H]1CCC2)=O)C(=O)OC(C)(C)C)C=2C=C(C=CC2)C tert-butyl (1S,3aR,6aS)-1-(methyl(m-tolyl)carbamoyl)-3-oxohexahydrocyclopenta[c]pyrrole-2(1H)-carboxylate